2,5-dichloro-N-(2-(piperidin-1-yl)pyridin-3-yl)pyrimidin-4-amine ClC1=NC=C(C(=N1)NC=1C(=NC=CC1)N1CCCCC1)Cl